methyl 1-bromocyclopentanecarboxylate BrC1(CCCC1)C(=O)OC